NC1=CC(=NC(=N1)C1=NC=CC=C1)N1CCC2(CCCC(N2C2=CC(=C(C=C2)F)F)=O)CC1 9-(6-amino-2-(pyridin-2-yl)pyrimidin-4-yl)-1-(3,4-difluorophenyl)-1,9-diazaspiro[5.5]undecan-2-one